2-[(1Z)-5-fluoro-2-methyl-1-[(4-{[methyl(phenyl)amino]methyl}phenyl)-methylidene]-1H-inden-3-yl]acetic acid FC=1C=C2C(=C(/C(/C2=CC1)=C/C1=CC=C(C=C1)CN(C1=CC=CC=C1)C)C)CC(=O)O